C=1N=CN2C1C1=CC=CC=C1C2C2CCC1(CS(C1)(=O)=O)CC2 7-(5H-imidazo[5,1-a]isoindol-5-yl)-2-thiaspiro[3.5]nonane 2,2-dioxide